BrC=1C=C2C(=NC1)N=CN2CC2=CC=C(C=C2)OC 6-bromo-1-(4-methoxybenzyl)-1H-imidazo[4,5-b]pyridine